2-(2-pyridyl)ethanesulfonic acid N1=C(C=CC=C1)CCS(=O)(=O)O